C(C)N(CCCC)CC N,N-diethyl-N-butylamine